(1S,2S)-2-(1H-benzo[d]imidazol-2-yl)-N-(2-(isopropyl(6-(trifluoromethyl)pyridin-3-yl)amino)-2-oxoethyl)cyclopropane-1-carboxamide N1C(=NC2=C1C=CC=C2)[C@@H]2[C@H](C2)C(=O)NCC(=O)N(C=2C=NC(=CC2)C(F)(F)F)C(C)C